(R)-6-(6-chloro-4-(1-(methylsulfonyl)-4-(3-phenylpropioloyl)piperazin-2-yl)pyridin-2-yl)-N-methylpyrimidine-4-carboxamide ClC1=CC(=CC(=N1)C1=CC(=NC=N1)C(=O)NC)[C@H]1N(CCN(C1)C(C#CC1=CC=CC=C1)=O)S(=O)(=O)C